C(C)(C)OC(=O)N1CCC(CC1)C=1N=C2SC(=NN2C1)C1=CC=C(C=C1)C(N(C)C)=O isopropyl-4-(2-(4-(dimethylcarbamoyl)phenyl)imidazo[2,1-b][1,3,4]thiadiazol-6-yl)piperidine-1-carboxylate